FC1(OC2=C(O1)C=CC(=C2)C=2C=C1CCN(CC1=CC2)C(=O)NC2=CNC1=CC=C(C=C21)F)F 6-(2,2-difluorobenzo[d][1,3]dioxol-5-yl)-N-(5-fluoro-1H-indol-3-yl)-3,4-dihydroisoquinoline-2(1H)-carboxamide